S1C(=CC=C1)/C=C/C1=CC=NN1C(=O)OC1CN(CC1)C 1-Methylpyrrolidin-3-yl (E)-5-(2-(thiophen-2-yl)vinyl)-1H-pyrazole-1-carboxylate